C1NCC2C1CCC2 3,3a,4,5,6,6a-hexahydro-1H-cyclopenta[c]pyrrole